methyl (2S)-2-[[(2S)-2-amino-3-(3-pyridyl)propanoyl]amino]-3-[(3S)-2-oxopyrrolidin-3-yl]propanoate N[C@H](C(=O)N[C@H](C(=O)OC)C[C@H]1C(NCC1)=O)CC=1C=NC=CC1